ethyl (S)-3-(3-(4-hydroxy-1-methyl-2-oxo-1,2-dihydropyridin-3-yl)ureido)-3-(6-methoxy-2',6'-dimethylbiphenyl-3-yl)propanoate OC1=C(C(N(C=C1)C)=O)NC(N[C@@H](CC(=O)OCC)C=1C=C(C(=CC1)OC)C1=C(C=CC=C1C)C)=O